(2S)-3-(3,4-dichlorophenyl)-2-[9H-fluoren-9-ylmethoxycarbonyl-(methyl)amino]propionic acid ClC=1C=C(C=CC1Cl)C[C@@H](C(=O)O)N(C)C(=O)OCC1C2=CC=CC=C2C=2C=CC=CC12